FC(C(=O)[O-])(F)F.ClCC=1C=C(OCCCO[NH3+])C=C(C1)CCl O-(3-(3,5-bis(chloromethyl)phenoxy)propyl)hydroxylammonium 2,2,2-trifluoroacetate